1,3-diaminoheptane NCCC(CCCC)N